COC=1C=C(C(=C(C1)C(CC(=O)OCC)=O)[N+](=O)[O-])C ethyl 3-(5-methoxy-3-methyl-2-nitrophenyl)-3-oxopropionate